4-bromo-3-cyano-N-hydroxybenzimidamide BrC1=C(C=C(C(NO)=N)C=C1)C#N